ethyl (3S)-3-amino-3-{4,4'-difluoro-2'-hydroxy-5,6'-dimethyl-[1,1'-biphenyl]-3-yl}propanoate hydrochloride Cl.N[C@@H](CC(=O)OCC)C=1C=C(C=C(C1F)C)C1=C(C=C(C=C1C)F)O